OC1CN(C1)C1=NC(=CC2=C1N(C(N2C)=O)C)C=2C=CC=C1C=C(N=CC21)C=2C=CC(=NC2)C(=O)O 5-(8-(4-(3-hydroxyazetidin-1-yl)-1,3-dimethyl-2-oxo-2,3-dihydro-1H-imidazo[4,5-c]pyridin-6-yl)isoquinolin-3-yl)picolinic acid